3-[(2R,5S)-1-[2-[(6-amino-5-methyl-3-pyridyl)amino]-2-oxo-acetyl]-5-methyl-2-piperidyl]-N-methyl-piperidine-1-carboxamide NC1=C(C=C(C=N1)NC(C(=O)N1[C@H](CC[C@@H](C1)C)C1CN(CCC1)C(=O)NC)=O)C